C(C)(=O)N1CC(C=2C=NC=CC21)=O 1-acetyl-1,2-dihydro-3H-pyrrolo[3,2-c]pyridin-3-one